(2-(9H-carbazole-9-yl)-5-cyanophenyl)boric acid C1=CC=CC=2C3=CC=CC=C3N(C12)C1=C(C=C(C=C1)C#N)OB(O)O